NCC=1C=NC(=NC1)C1=C(C=C(C#N)C=C1)OC=1N(N=C(C1)C1CCOCC1)C 4-[5-(aminomethyl)pyrimidin-2-yl]-3-[2-methyl-5-(oxan-4-yl)pyrazol-3-yl]oxybenzonitrile